CC1=C(C=NC(=C1)C(CC)=O)C=1C2=C(C3=C(N=C(S3)NC(=O)C3CC3)C1)NC=N2 N-(5-(4-methyl-6-propionylpyridin-3-yl)-8H-imidazo[4',5':3,4]benzo[1,2-d]thiazol-2-yl)cyclopropanecarboxamide